C(C=C)C=1C=C(C=CC1)CCl m-allyl(chloromethyl)benzene